1,2-dimethoxy-1,2-diphenylethane COC(C(C1=CC=CC=C1)OC)C1=CC=CC=C1